COCCCCCCCCCCCCCCCC1=C(CCCC1(C)C)C 3-(15-methoxypentadecyl)-2,4,4-trimethylcyclohex-2-ene